3-Bromo-N,N-bis(4-(tert-butyl)phenyl)aniline BrC=1C=C(N(C2=CC=C(C=C2)C(C)(C)C)C2=CC=C(C=C2)C(C)(C)C)C=CC1